C1(=CC=CC=C1)[Si](OCC)(OCC)C1=CC=CC=C1 Diphenyl-diethoxysilane